IC1=CN(C2=NC=C(C=C21)C2=CC(=C(C(=C2)C)N2CCOCC2)C)S(=O)(=O)C2=CC=C(C)C=C2 4-(4-(3-Iodo-1-p-toluenesulfonyl-1H-pyrrolo[2,3-b]pyridin-5-yl)-2,6-dimethylphenyl)morpholine